CN(CC(C)N1C2=C(C3=CC=C(C=C13)O)C=C(N=C2C)F)C 9-(1-(dimethylamino)propan-2-yl)-3-fluoro-1-methyl-9H-pyrido[3,4-b]indol-7-ol